CC1(CCC=2C(=NNC2C1)C1=NC=2C(=NC=C(C2)N(C(=O)C2CCC2)C)N1)C N-(2-(6,6-Dimethyl-4,5,6,7-tetrahydro-1H-indazol-3-yl)-3H-imidazo[4,5-b]pyridin-6-yl)-N-methylcyclobutanecarboxamide